CC(C)(C)[S@@](=O)/N=C/C1=NC=C(C=C1)C(F)(F)F (R,E)-2-methyl-N-((5-(trifluoromethyl)pyridin-2-yl)methylene)propane-2-sulfinamide